N,N-diphenyl-4-methoxyaniline C1(=CC=CC=C1)N(C1=CC=C(C=C1)OC)C1=CC=CC=C1